4-{(1S,4R)-5-[6-(difluoromethyl)pyridin-3-yl]-2,5-diazabicyclo[2.2.1]hept-2-yl}-2-(1-methyl-1H-pyrazol-4-yl)pyrimidine-5-carbonitrile FC(C1=CC=C(C=N1)N1[C@H]2CN([C@H](C1)C2)C2=NC(=NC=C2C#N)C=2C=NN(C2)C)F